3-(5-(((1r,2s)-2-morpholinocyclopentyl)oxy)-1-oxoisoindolin-2-yl)piperidine-2,6-dione O1CCN(CC1)[C@@H]1[C@@H](CCC1)OC=1C=C2CN(C(C2=CC1)=O)C1C(NC(CC1)=O)=O